ClC1=CC=C(C(=N1)OC)C1=C(C=C(C=C1)F)OC(C)C 6-chloro-3-(4-fluoro-2-isopropoxy-phenyl)-2-methoxy-pyridine